BrC1=C(C=C(C=2NC(C3=C(C=CC=C3C12)F)=O)C)OC 1-bromo-7-fluoro-2-methoxy-4-methyl-6(5H)-phenanthridinone